1-bromo-2-((4,4-difluorocyclohexyl)oxy)-3-fluorobenzene BrC1=C(C(=CC=C1)F)OC1CCC(CC1)(F)F